O=C1N(CCC1)S(=O)(=O)N 2-oxopyrrolidin-1-sulfonamide